4,4'-dibromo-2,2'-difluoro-1,1'-biphenyl BrC1=CC(=C(C=C1)C1=C(C=C(C=C1)Br)F)F